tert-butyldimethylsilyl-trifluoromethanesulfonate [Si](C)(C)(C(C)(C)C)OS(=O)(=O)C(F)(F)F